[C@H]12CN(C[C@H](CC1)N2)C2=CC(=NC1=C(C(=NC=C21)C2=CC=CC1=CC=C(C(=C21)C#C)F)F)C#CC21CCCN1CC(C2)F 4-((1R,5S)-3,8-diazabicyclo[3.2.1]octan-3-yl)-7-(8-ethynyl-7-fluoronaphthalen-1-yl)-8-fluoro-2-((2-fluorotetrahydro-1H-pyrrolizin-7a(5H)-yl)ethynyl)-1,6-naphthyridine